FC1(C(C1)CC=1C=C(C(=C(C1)N1C[C@@H](N(CC1)CC=1OC(=NN1)C)C)C=1N=NNN1)F)F (2S)-4-(5-((2,2-difluorocyclopropyl)methyl)-3-fluoro-2-(2H-1,2,3,4-tetrazol-5-yl)phenyl)-2-methyl-1-((5-methyl-1,3,4-oxadiazol-2-yl)methyl)piperazine